tert-butyl (1R,4R)-5-[4-[3-chloro-4-(difluoromethoxy)-2-fluoro-anilino]-7-fluoro-pyrido[3,2-d]pyrimidin-6-yl]-2,5-diazabicyclo[2.2.2]octane-2-carboxylate ClC=1C(=C(NC=2C3=C(N=CN2)C=C(C(=N3)N3[C@H]2CN([C@@H](C3)CC2)C(=O)OC(C)(C)C)F)C=CC1OC(F)F)F